1-(4-(2-HYDROXYPROPAN-2-YL)PYRIDIN-2-YL)-N-(1-METHYL-1H-INDAZOL-7-YL)-1H-PYRAZOLE-4-SULFONAMIDE OC(C)(C)C1=CC(=NC=C1)N1N=CC(=C1)S(=O)(=O)NC=1C=CC=C2C=NN(C12)C